benzyl ((1-((1-(4-amino-3-methoxyphenyl)piperidin-4-yl)methyl)piperidin-4-yl)methyl)carbamate NC1=C(C=C(C=C1)N1CCC(CC1)CN1CCC(CC1)CNC(OCC1=CC=CC=C1)=O)OC